4,4-bis(((E)-non-2-en-1-yl)oxy)butanoic acid 6-bromohexyl ester BrCCCCCCOC(CCC(OC\C=C\CCCCCC)OC\C=C\CCCCCC)=O